1-((1-Acryloylazetidin-3-yl)methyl)-7-chloro-6-(2,3-difluoro-6-methoxyphenyl)-4-(2-isopropyl-6-methylphenyl)-1,4-dihydroquinoxaline-2,3-dione C(C=C)(=O)N1CC(C1)CN1C(C(N(C2=CC(=C(C=C12)Cl)C1=C(C(=CC=C1OC)F)F)C1=C(C=CC=C1C)C(C)C)=O)=O